FC1=C(C=CC=C1)N1N=CC2=C1COC[C@@H]2NC(=O)C2=NOC1=C2CCCC1 (R)-N-(1-(2-fluorophenyl)-1,4,5,7-tetrahydropyrano[3,4-c]pyrazol-4-yl)-4,5,6,7-tetrahydrobenzo[d]isoxazole-3-carboxamide